C(C)C(CBr)CCCC 2-ethylhexyl bromide